tert-butyl 4-(2-((2-methoxypyridin-4-yl)amino)-6-phenylpyrimidin-4-yl)-dihydropyridine-1(2H)-carboxylate COC1=NC=CC(=C1)NC1=NC(=CC(=N1)C1CCN(C=C1)C(=O)OC(C)(C)C)C1=CC=CC=C1